1-(3,4,5-trifluorophenyl)urea FC=1C=C(C=C(C1F)F)NC(=O)N